N4-(2-fluoro-5-nitrophenyl)-5-(2-fluoro-6-methoxyphenyl)-N2-(1-methyl-1H-pyrazol-4-yl)pyrimidine-2,4-diamine FC1=C(C=C(C=C1)[N+](=O)[O-])NC1=NC(=NC=C1C1=C(C=CC=C1OC)F)NC=1C=NN(C1)C